C(C1=CC=CC=C1)C=1NC(=NN1)C(=O)NC1C(N(C=2N(N=C3CCCCC23)CC1)C)=O 5-Benzyl-N-(1-methyl-2-oxo-2,3,4,5,8,9,10,11-octahydro-1H-[1,3]diazepino[1,2-b]indazol-3-yl)-4H-1,2,4-triazol-3-carboxamid